C(C)(C)(C)OC(=O)N1CCC2(CC1)CCN(CC2)C2=C(C=C(C=C2)C2C(NC(CC2)=O)=O)F 9-[4-(2,6-dioxopiperidin-3-yl)-2-fluorophenyl]-3,9-diazaspiro[5.5]undecane-3-carboxylic acid tert-butyl ester